ClC=1C(=C(C=CC1CCO)NC(OC(C)(C)C)=O)F tert-butyl (3-chloro-2-fluoro-4-(2-hydroxyethyl)phenyl)carbamate